(2-(bis(tert-butoxycarbonyl) amino)-3-cyano-5-methyl-1-(tetrahydro-2H-pyran-2-yl)-1H-pyrrolo[2,3-b]pyridin-6-yl) piperidine-1-carboxylate N1(CCCCC1)C(=O)OC1=C(C=C2C(=N1)N(C(=C2C#N)N(C(=O)OC(C)(C)C)C(=O)OC(C)(C)C)C2OCCCC2)C